S(=O)(=O)(O)[O-].C(CCCCCCCCC)[N+](C)(C)CCCCCCCCCC didecyl-dimethylammonium hydrogen sulphate